diethyl-3,5-di-tert-butyl-4-hydroxybenzyl phosphonate P(OC(C1=CC(=C(C(=C1)C(C)(C)C)O)C(C)(C)C)(CC)CC)([O-])=O